OC(=O)C(F)(F)F.OC(=O)C(F)(F)F.[C@H]12CN(C[C@H](CC1)N2)C=2C1=C(N=C(N2)OC2CC3(CCCN3C2)CO)C(=C(N=C1)C1=CC=CC2=CC=CC(=C12)Cl)F (2-((4-((1R,5S)-3,8-diazabicyclo[3.2.1]octan-3-yl)-7-(8-chloronaphthalen-1-yl)-8-fluoropyrido[4,3-d]pyrimidin-2-yl)oxy)tetrahydro-1H-pyrrolizin-7a(5H)-yl)methanol bis-TFA Salt